BrC1=C(SC2=C1N(C=C2)CC2=CC=C(C=C2)C(F)(F)F)F 3-bromo-2-fluoro-4-[[4-(trifluoromethyl)phenyl]methyl]thieno[3,2-b]pyrrole